Tert-butyl (trans-1-benzyl-4-(hydroxymethyl)pyrrolidin-3-yl)carbamate C(C1=CC=CC=C1)N1C[C@H]([C@@H](C1)CO)NC(OC(C)(C)C)=O